4-cyclopropyl-2-(4-fluoro-2-(2-hydroxyethoxy)phenoxy)-N-(2-oxo-1,2-dihydropyridin-4-yl)-5-(trifluoromethyl)benzamide C1(CC1)C1=CC(=C(C(=O)NC2=CC(NC=C2)=O)C=C1C(F)(F)F)OC1=C(C=C(C=C1)F)OCCO